1-(7Z-hexadecenoyl)-2-(5Z,8Z,11Z,14Z-eicosatetraenoyl)-sn-glycero-3-phosphocholine CCCCCCCC/C=C\CCCCCC(=O)OC[C@H](COP(=O)([O-])OCC[N+](C)(C)C)OC(=O)CCC/C=C\C/C=C\C/C=C\C/C=C\CCCCC